3-(2-n-propoxycarbonylamino-4-di-n-propylamino-phenyl)-3-(1-ethyl-2-methylindol-3-yl)-4-azaphthalide C(CC)OC(=O)NC1=C(C=CC(=C1)N(CCC)CCC)C1(OC(=O)C2=CC=CN=C12)C1=C(N(C2=CC=CC=C12)CC)C